tert-butyl 6-(6-(methoxycarbonyl)-2-methylpyridin-3-yl)-2,6-diazaspiro[3.3]heptane-2-carboxylate COC(=O)C1=CC=C(C(=N1)C)N1CC2(CN(C2)C(=O)OC(C)(C)C)C1